rac-tert-Butyl ((3S,5S)-5-phenyl-1-(2,2,2-trifluoroacetyl)pyrrolidin-3-yl)carbamate C1(=CC=CC=C1)[C@@H]1C[C@@H](CN1C(C(F)(F)F)=O)NC(OC(C)(C)C)=O |r|